2,5-difluoro-N-methylbenzamide FC1=C(C(=O)NC)C=C(C=C1)F